C(C1=CC=CC=C1)OC(N(C1CC1)C1CC2(C1)CCC(CC2)N)=O.C(C(=C)C)(=O)SCCSC(C(=C)C)=O 1,2-bis(methacryloylthio)ethane Benzyl-(7-aminospiro[3.5]nonan-2-yl)(cyclopropyl)carbamate